methyl 2-bromo-3-cyclopentylpropanoate BrC(C(=O)OC)CC1CCCC1